((1H-pyrrolo[2,3-b]pyridin-5-yl)ethynyl)-4-methyl-N-(4-((4-methylpiperazin-1-yl)methyl)-3-(trifluoromethyl)phenyl)benzamide N1C=CC=2C1=NC=C(C2)C#CC2=C(C(=O)NC1=CC(=C(C=C1)CN1CCN(CC1)C)C(F)(F)F)C=CC(=C2)C